Benzyl 2-(bis(t-butoxycarbonyl) amino)-1-(3-methoxy-2,6-dimethylphenyl)-5,6-dimethyl-1H-pyrrolo[2,3-b]pyridine-3-carboxylate C(C)(C)(C)OC(=O)N(C1=C(C=2C(=NC(=C(C2)C)C)N1C1=C(C(=CC=C1C)OC)C)C(=O)OCC1=CC=CC=C1)C(=O)OC(C)(C)C